(3S)-N-(4-methyl-3-[2-(4-methyl-1,2,4-triazol-3-yl)-6-(morpholin-4-yl)pyridin-4-yl]phenyl)-3-(2,2,2-trifluoroethyl)pyrrolidine-1-carboxamide CC1=C(C=C(C=C1)NC(=O)N1C[C@@H](CC1)CC(F)(F)F)C1=CC(=NC(=C1)N1CCOCC1)C1=NN=CN1C